COC1=NC=CC(=C1)C=1C(=C2CCCC2=CC1)NC(=O)N=[S@@](=O)(N)C=1C=NN2C1OCC(C2)(C)C (S)-N'-((5-(2-methoxypyridin-4-yl)-2,3-dihydro-1H-inden-4-yl)carbamoyl)-6,6-dimethyl-6,7-dihydro-5H-pyrazolo[5,1-b][1,3]oxazine-3-sulfonimidamide